[K+].CC1=CC=C(C=C1)S(=O)(=S)[O-] 4-methyl-thiobenzenesulfonic acid potassium salt